ClCC(CO)OC1=NC(=NC=C1C(F)(F)F)N[C@H]1C[C@H](CCC1)C1=NN=C2N1C=CC=C2 3-chloro-2-[2-[[(1R,3S)-3-([1,2,4]triazolo[4,3-a]pyridin-3-yl)cyclohexyl]amino]-5-(trifluoromethyl)pyrimidin-4-yl]oxy-propan-1-ol